2-(3,3-dimethyl-2-(3-(N-Boc-carbazolyl)cyclobut-1-en-1-yl)phenyl)acetamide CC1(C(C(=CC=C1)CC(=O)N)C1=CC(C1)C1=CC=CC=2C3=CC=CC=C3N(C12)C(=O)OC(C)(C)C)C